2-(oxiran-2-ylmethyl)-2,3,4,9-tetrahydro-1H-β-carboline O1C(C1)CN1CC=2NC3=CC=CC=C3C2CC1